C(C)(=O)NC=1C=C(C=CC1)C1=NOC(=N1)N1CCC(CC1)C(=O)OC(C)(C)C tert-butyl 1-(3-(3-acetamidophenyl)-1,2,4-oxadiazol-5-yl)piperidine-4-carboxylate